5H-pyrimido[5,4-d][2]benzazepin N1=CN=CC=2CN=CC3=C(C21)C=CC=C3